4-cyano-4'-decylbiphenyl C(#N)C1=CC=C(C=C1)C1=CC=C(C=C1)CCCCCCCCCC